(4'-FORMYL-BIPHENYL-3-YL)-ACETIC ACID C(=O)C1=CC=C(C=C1)C1=CC(=CC=C1)CC(=O)O